(4-{4-chloro-5-cyclopropyl-7H-pyrrolo[2,3-b]pyridin-3-yl}-1,3-thiazol-2-yl)-1,3-diazinan-2-one ClC1=C2C(NC=C1C1CC1)=NC=C2C=2N=C(SC2)N2C(NCCC2)=O